2-(6-chloropyridin-3-yl)-2,3-dihydropyridazin-3-one ClC1=CC=C(C=N1)N1N=CC=CC1=O